CC1=CSC2=C1C=CC=C2 3-methylbenzothiofuran